ClC1=NC=CC(=N1)NC=1C=NN(C1)CC1=CC(=CC(=C1)C)C 2-chloro-N-(1-(3,5-dimethylbenzyl)-1H-pyrazol-4-yl)pyrimidin-4-amine